ClC1=C(C=CC=C1F)[C@@H]1N(CCN(C1)C1COC1)C=1C(=NC=CN1)C(=O)N[C@H](C)\C=C\S(=O)(=O)C ((S)-2-(2-Chloro-3-fluorophenyl)-4-(oxetan-3-yl)piperazin-1-yl)-N-((R,E)-4-(methylsulfonyl)but-3-en-2-yl)pyrazine-2-carboxamide